potassium trifluoro(3-morpholino-3-oxopropyl)borate [B-](CCC(=O)N1CCOCC1)(F)(F)F.[K+]